2,6-bis(pyridineacetyl)pyridine N1=C(C=CC=C1)CC(=O)C1=NC(=CC=C1)C(CC1=NC=CC=C1)=O